(3S,6S,7aS,8aR,9aR)-6-({[(2-methylprop-2-yl)oxy]carbonyl}amino)-5-oxo-1,2,3,5,6,7,7a,8a,9,9a-decahydrocyclopropa[1,2-d]pyrrolo[1,2-a]azocine-3-carboxylic acid CC(C)(C)OC(=O)N[C@H]1C[C@H]2[C@@H](C[C@@H]3N(C1=O)[C@@H](CC3)C(=O)O)C2